1,2-bis(1-naphthylthio)benzene C1(=CC=CC2=CC=CC=C12)SC1=C(C=CC=C1)SC1=CC=CC2=CC=CC=C12